N1(CCCC1)C1CCN(CC1)C=1C2=C(N=CN1)C=CN=C2 4-(4-(pyrrolidine-1-yl)piperidin-1-yl)pyrido[4,3-d]pyrimidine